FC1(OC(OC1C)=O)C 4-fluoro-4,5-dimethyl-1,3-dioxolan-2-one